NC=1C2=C(N=CN1)N(C(=C2C2=NC=CC=N2)C2=CCC1(CCN(CC1)C(C=C)=O)CC2)C (9-(4-amino-7-methyl-5-(pyrimidin-2-yl)-7H-pyrrolo[2,3-d]pyrimidin-6-yl)-3-azaspiro[5.5]undec-8-en-3-yl)prop-2-en-1-one